1,3-dioxo-2,3-dihydro-1H-benzol O=C1CC(CC=C1)=O